O=C1OC2=C(N1)C=C(C=C2)/C=C/C(=O)NC2CCCC1=CC=CC=C21 (E)-3-(2-oxo-2,3-dihydrobenzo[d]oxazol-5-yl)-N-(1,2,3,4-tetrahydronaphthalen-1-yl)acrylamide